C(C)(C)(C)OC(=O)NC1=NC(=NS1)/C(/C(N[C@@H]1C(NOC1)=O)=O)=N/OC1(CC1)C(=O)OC(C)(C)C tert-butyl 1-{[(Z)-(1-{5-[(tert-butoxycarbonyl)amino]-1,2,4-thiadiazol-3-yl}-2-oxo-2-{[(4S)-3-oxo-1,2-oxazolidin-4-yl]amino}ethylidene)amino]oxy}cyclopropane-1-carboxylate